FC(Cl)F difluoromonochloromethane